SC[C@@H]1OC(O[C@H]1CS)(C)C (4R,5R)-4,5-bis(mercaptomethyl)-2,2-dimethyl-1,3-dioxolane